C(N)(=O)C1=C(N=C(N=N1)SC)NC1=CC(=C(C=C1)C1CCNCC1)F 4-(4-((6-carbamoyl-3-(methylthio)-1,2,4-triazin-5-yl)amino)-2-fluorophenyl)piperidine